C(C1=CC=CC=C1)OC(=O)N1CC(CCC1)C1CN(C1)C1=CN=C2C(=N1)NN=C2 3-(1-(1H-pyrazolo[3,4-b]pyrazin-6-yl)azetidin-3-yl)piperidine-1-carboxylic acid benzyl ester